n-methyl-3,4-dihydroisoquinolinium p-toluenesulfonate salt CC1=CC=C(C=C1)S(=O)(=O)[O-].C[N+]1=CC2=CC=CC=C2CC1